(S)-1-(3-(2-(ethoxymethyl)pyridin-4-yl)-1,2,4-oxadiazol-5-yl)ethan-1-amine C(C)OCC1=NC=CC(=C1)C1=NOC(=N1)[C@H](C)N